N1-(2-(4-Methoxyphenyl)quinolin-4-yl)-N3-(octahydrocyclopenta[c]pyrrol-4-yl)propane-1,3-diamine COC1=CC=C(C=C1)C1=NC2=CC=CC=C2C(=C1)NCCCNC1CCC2CNCC21